Bis((Z)-3-hexen-3-yl)phosphine tert-butyl-(2S,5R)-2-(((1s,4R)-4-(N-benzylacetamido)cyclohexyl)methyl)-5-((R)-(3-fluorophenyl)(hydroxy)-methyl)pyrrolidine-1-carboxylate C(C)(C)(C)OC(=O)N1[C@@H](CC[C@@H]1[C@H](O)C1=CC(=CC=C1)F)CC1CCC(CC1)N(C(C)=O)CC1=CC=CC=C1.CC/C(=C/CC)/P\C(\CC)=C/CC